C[Si](C)(C)N=C=O TRIMETHYLSILYL ISOCYANATE